cis-allyl alcohol C(C=C)O